N1,N1-dibutylpropane-1,3-diamine C(CCC)N(CCCN)CCCC